FC(C)(F)C1=NC=CC(=N1)NC1=CC(=NC=C1C1=NC(=NC=C1)C)NC(C)=O N-(4-((2-(1,1-difluoroethyl)pyrimidin-4-yl)amino)-5-(2-methylpyrimidin-4-yl)pyridin-2-yl)acetamide